1,1-di(3-aminophenyl)-1-phenylethane NC=1C=C(C=CC1)C(C)(C1=CC=CC=C1)C1=CC(=CC=C1)N